dioxaspiro[3.4]octan O1OCC12CCCC2